ClC=1C(=C(C=CC1)NC1=C(NC=2CCCC(C12)=O)C1=CC=NC2=CC(=C(N=C12)OC)OC)OC 3-[(3-chloro-2-methoxyphenyl)amino]-2-(6,7-dimethoxy-1,5-naphthyridin-4-yl)-1,5,6,7-tetrahydroindol-4-one